C1=CN(C=C2N1CC1=C(OC=C2)C=CC=C1)C(=O)[O-] 3H,12H-benzo[b]pyrazino[1,2-e][1,5]oxazocine-3-carboxylate